N,N,N2-Trinonyl-N2-(2-(piperazin-1-yl)ethyl)ethane-1,2-diamine C(CCCCCCCC)N(CCN(CCN1CCNCC1)CCCCCCCCC)CCCCCCCCC